(S)-2-(2-((6-oxo-5-(trifluoromethyl)-1-((2-(trimethylsilyl)ethoxy)methyl)-1,6-dihydropyridazin-4-yl)amino)propoxy)ethyl acetate C(C)(=O)OCCOC[C@H](C)NC=1C=NN(C(C1C(F)(F)F)=O)COCC[Si](C)(C)C